CC1=CC(=C(C=C1)NS(=O)(=O)C2=CC=CC=C2)[N+](=O)[O-] N-(4-methyl-2-nitrophenyl)benzenesulfonamide